propylene glycol dicaproate C(CCCCC)(=O)OCC(C)OC(CCCCC)=O